ClC1=C(C(=O)P(C2=C(C=CC(=C2)C)C)(C(C2=C(C=CC=C2Cl)Cl)=O)=O)C(=CC=C1)Cl bis(2,6-dichlorobenzoyl)-2,5-dimethylphenyl-phosphine oxide